1-hydroxyethylpiperazine OC(C)N1CCNCC1